2,2-bis-methylolbutanol C(O)C(CO)(CC)CO